6-(1-cyclopropyl-1H-pyrazol-4-yl)pyrazolo[1,5-a]pyridine-3-carbonitrile C1(CC1)N1N=CC(=C1)C=1C=CC=2N(C1)N=CC2C#N